ClC1=C(C=CC(=C1)Cl)C1C(C2=C(CCC1)C=C(C=C2)C(=O)OC)=O methyl 6-(2,4-dichlorophenyl)-5-oxo-6,7,8,9-tetrahydrobenzo[7]annulene-2-carboxylate